N[C@@H](CO)C=1C=C(C=CC1)C (2R)-2-amino-2-(m-tolyl)ethanol